BrC=1N2C(CCC2=CC1)=O 5-bromo-1,2-dihydropyrrolizin-3-one